N(=[N+]=[N-])CC1=CC=C(C=C1)C(C)=O 1-(4-(Azidomethyl)phenyl)ethan-1-one